C(C)(C)(C)OC(=O)N1CCC2(CC(C2)N[C@@H](COC2=NC(=NC(=C2)C2=C(C=CC=C2C)C)NS(=O)(=O)C=2C=C(C(=O)O)C=CC2)CC2(CC2)C(F)(F)F)CC1 3-[[4-[(2R)-2-[(7-tert-butoxycarbonyl-7-azaspiro[3.5]nonan-2-yl)amino]-3-[1-(trifluoromethyl)cyclopropyl]propoxy]-6-(2,6-dimethylphenyl)pyrimidin-2-yl]sulfamoyl]benzoic acid